2,6-dichloro-3,5-difluoro-4-methoxymethylbenzyl (1R)-trans-3-(1-propenyl)-2,2-dimethylcyclopropanecarboxylate C(=CC)[C@H]1C([C@@H]1C(=O)OCC1=C(C(=C(C(=C1Cl)F)COC)F)Cl)(C)C